lanthanum (III) bis(trifluoromethanesulfonyl)imide [N-](S(=O)(=O)C(F)(F)F)S(=O)(=O)C(F)(F)F.[La+3].[N-](S(=O)(=O)C(F)(F)F)S(=O)(=O)C(F)(F)F.[N-](S(=O)(=O)C(F)(F)F)S(=O)(=O)C(F)(F)F